NC=1C(=C(C=O)C(=CC1)C)C 3-AMINO-2,6-DIMETHYLBENZALDEHYDE